amino-tartaric acid NC(C(=O)O)(O)C(O)C(=O)O